3-[[4-amino-8-(trans-4-aminocyclohexoxy)-5,5-dimethyl-6H-benzo[h]quinazolin-7-yl]-methyl-amino]propanenitrile NC1=NC=NC=2C3=C(CC(C12)(C)C)C(=C(C=C3)O[C@@H]3CC[C@H](CC3)N)N(CCC#N)C